chloroquinoxalino-quinazolinone ClC1=NC(NC2=C3C(=CC=C12)N=C1C=CC=CC1=N3)=O